ClC=1C=C(C=CC1F)C(C=1NC(=C(N1)S(=O)(=O)N)C)NC1=NC(=C(C=C1)F)C 2-((3-chloro-4-fluorophenyl)((5-fluoro-6-methylpyridin-2-yl)amino)methyl)-5-methyl-1H-imidazole-4-sulfonamide